FC1(CC(C1)C=O)F 3,3-Difluorocyclobutyl-Formaldehyde